(S)-2-(4-(5-(3,5-difluorophenyl)-4,5-dihydro-1H-pyrazole-1-carbonyl)piperazin-1-yl)-N-ethylpyrimidine-4-carboxamide FC=1C=C(C=C(C1)F)[C@@H]1CC=NN1C(=O)N1CCN(CC1)C1=NC=CC(=N1)C(=O)NCC